1-(6-methoxyquinazolin-4-yl)piperidine-3-carboxylic acid methyl ester COC(=O)C1CN(CCC1)C1=NC=NC2=CC=C(C=C12)OC